N-(3,3-difluoro-1-methyl-5-methyl-4-piperidyl)-6-[3-(4-mesyl-2-anisidino)-1-propynyl]-1-(2,2,2-trifluoroethyl)-1H-benzo[d]imidazole-4-carboxamide FC1(CN(CC(C1NC(=O)C1=CC(=CC=2N(C=NC21)CC(F)(F)F)C#CCNC=2C(OC)=CC=C(C2)S(=O)(=O)C)C)C)F